NC=1C=NC2=C(C(=NC=C2C1N1[C@@H]2CCN([C@@H]2C1)C(=O)OC(C)(C)C)C1=CC=CC2=CC=C(C(=C12)C#C[Si](C(C)C)(C(C)C)C(C)C)F)F tert-butyl (1R,5R)-6-(3-amino-8-fluoro-7-(7-fluoro-8-((triisopropylsilyl)ethynyl)naphthalen-1-yl)-1,6-naphthyridin-4-yl)-2,6-diazabicyclo[3.2.0]heptane-2-carboxylate